iodo-2-(trifluoromethyl)pyridin-4-ol [3-[(E)-[methyl(quinoxalin-2-yl)hydrazono]methyl]-4-(4-propylcyclohexanecarbonyl)oxy-phenyl]4-(6-prop-2-enoyloxyhexoxy)benzoate CN(\N=C\C=1C=C(C=CC1OC(=O)C1CCC(CC1)CCC)C1=C(C(=O)OC2=C(C(=NC=C2)C(F)(F)F)I)C=CC(=C1)OCCCCCCOC(C=C)=O)C1=NC2=CC=CC=C2N=C1